NC([C@H](COC)NC(C1=CC(=CC(=C1)S(=O)(=O)C)Cl)=O)=O N-[(2S)-1-amino-3-methoxy-1-oxopropan-2-yl]-3-chloro-5-(methylsulfonyl)benzamide